2-(4-((4'-hydroxy-3',4'-dihydro-2'H-spiro[cyclohexane-1,1'-isoquinolin]-2'-yl)methyl)-1H-1,2,3-triazol-1-yl)benzonitrile OC1CN(C2(C3=CC=CC=C13)CCCCC2)CC=2N=NN(C2)C2=C(C#N)C=CC=C2